O=C([C@](O)([C@](O)([C@](O)(CO)[2H])[2H])[2H])[2H] ribose-d4